O1C(=CC=C1)C=CC(C=CC=1OC=CC1)=O 1,5-bis(furan-2-yl)-1,4-pentadien-3-one